NC=1C(=NC(=C(N1)C1=NN(C=C1)C)C=1C=C2C=NNC2=C(C1)Cl)C(=O)O 3-amino-6-(7-chloro-1H-indazol-5-yl)-5-(1-methyl-1H-pyrazol-3-yl)pyrazine-2-carboxylic Acid